NC(C([C@H](CC1=CC=CC=C1)NC(C1=C(C=C(C=C1F)F)F)=O)=O)=O (S)-N-(4-amino-3,4-dioxo-1-phenylbutan-2-yl)-2,4,6-trifluorobenzamide